N-(4-chloro-2-pyridylcarbonylphenyl)pivalamide ClC1=CC(=NC=C1)C(=O)C1=C(C=CC=C1)NC(C(C)(C)C)=O